ClC1=C(C=CC=C1NC(=O)C=1N(C2=C(CN(CC2)C)N1)C)C1=C(C(=CC=C1)C1=NC(=C(C=C1)CNC1COC1)OC)Cl N-(2,2'-dichloro-3'-(6-methoxy-5-((oxetan-3-ylamino)methyl)pyridin-2-yl)-[1,1'-biphenyl]-3-yl)-1,5-dimethyl-4,5,6,7-tetrahydro-1H-imidazo[4,5-c]pyridine-2-carboxamide